4-(2-butyl-4-(tert-butylamino)-1-((tetrahydro-2H-pyran-4-yl)methyl)-1H-imidazo[4,5-d]thieno[3,2-b]pyridin-7-yl)-3,6-dihydropyridine-1(2H)-carboxylic acid tert-butyl ester C(C)(C)(C)OC(=O)N1CCC(=CC1)C1=CC2=NC(=C3C(=C2S1)N(C(=N3)CCCC)CC3CCOCC3)NC(C)(C)C